tert-butyl 4-(3,4-dihydroisoquinolin-2(1H)-yl)-2-(1H-pyrazol-4-yl)-5,7-dihydro-6H-pyrrolo[3,4-d]pyrimidine-6-carboxylate C1N(CCC2=CC=CC=C12)C=1C2=C(N=C(N1)C=1C=NNC1)CN(C2)C(=O)OC(C)(C)C